S(N)(OC[C@@H]1[C@H]([C@H]([C@@H](C1)NC1=NC=NC=C1C(=O)C=1SC(=C(C1)[C@H]1NCCC2=CC=C(C=C12)Cl)Cl)O)O)(=O)=O [(1R,2R,3S,4R)-4-{[5-({5-chloro-4-[(1S)-7-chloro-1,2,3,4-tetrahydroisoquinolin-1-yl]-2-thienyl}carbonyl)pyrimidin-4-yl]amino}-2,3-dihydroxycyclopentyl]methyl sulfamate